tetra(4-formylphenyl)ethylene C(=O)C1=CC=C(C=C1)C(=C(C1=CC=C(C=C1)C=O)C1=CC=C(C=C1)C=O)C1=CC=C(C=C1)C=O